C1(CC1)CNC(=O)CP(OCC)(OCC)=O Diethyl {[(cyclopropylmethyl)carbamoyl]methyl}phosphonate